C1=CC=CC=2C3=CC=CC=C3C(C12)COC(=O)N[C@@H](CC1=CC=C(C=C1)OC(C)(C)C)C(=O)O (9-fluorenylmethoxycarbonyl)-O-(tert-butyl)-L-tyrosine